The molecule is a sesquiterpene that is octahydro-1H-1,4-methanoindene bearing methyl, isopropyl and methylene substituents at positions 4, 7 and 8 respectively (the 1R,3aS,4R,7R,7aR-isomer). It is a sesquiterpene and a bridged compound. CC(C)[C@H]1CC[C@@]2([C@@H]3[C@H]1[C@H](C2=C)CC3)C